alpha-methyl-4-(1-meth-ylethyl)benzene-acetaldehyde CC(C=O)C1=CC=C(C=C1)C(C)C